2-fluoro-N-(1-(7-methoxy-2-(4-(trifluoromethyl)phenyl)quinazolin-4-yl)azetidin-3-yl)acrylamide FC(C(=O)NC1CN(C1)C1=NC(=NC2=CC(=CC=C12)OC)C1=CC=C(C=C1)C(F)(F)F)=C